BrC=1C(=NC=CC1)C1OCCO1 3-bromo-2-(1,3-dioxolan-2-yl)pyridine